(R)-2-Hydroxy-N-((R)-2-hydroxy-2-(methyl-d3)-1-(4-(((S)-2-methylpentyl)oxy)phenyl)propyl-3,3,3-d3)-2-phenylpropanamide O[C@](C(=O)N[C@@H](C(C([2H])([2H])[2H])(C([2H])([2H])[2H])O)C1=CC=C(C=C1)OC[C@H](CCC)C)(C)C1=CC=CC=C1